(S)-2-(3-(3-cyclopropylpiperazin-1-yl)-1,2,4-triazin-6-yl)-5-(2-methyl-2H-[1,2,3]triazolo[4,5-b]pyridin-6-yl)pyridin-3-ol C1(CC1)[C@H]1CN(CCN1)C=1N=NC(=CN1)C1=NC=C(C=C1O)C1=CC=2C(N=C1)=NN(N2)C